[Si](C)(C)(C(C)(C)C)OC(C(CO)=C)C 3-((tert-butyldimethylsilyl)oxy)-2-methylenebutan-1-ol